4-(4-Bromo-6-methyl-1-(tetrahydro-2H-pyran-2-yl)-1H-indazol-5-yl)-3-methylbutyl methanesulfonate CS(=O)(=O)OCCC(CC=1C(=C2C=NN(C2=CC1C)C1OCCCC1)Br)C